3-hydroxyquinaldine-4-formic acid OC=1C(=NC2=CC=CC=C2C1C(=O)O)C